(N-(tert-Butoxycarbonyl)-4-methoxyphenylsulfonimidoyl)-L-proline C(C)(C)(C)OC(=O)N=S(=O)(C1=CC=C(C=C1)OC)N1[C@@H](CCC1)C(=O)O